[Ho].CC1=NC2=CC=CC=C2C(=N1)C(=O)NC(C(C)C)C1=CC=CC=C1 2-methyl-N-(2-methyl-1-phenylpropyl)quinazoline-4-carboxamide holmium